1-((S)-7-((3S,4S)-4-(2-chlorophenyl)-6,6-dimethyltetrahydro-2H-pyran-3-carbonyl)-6-methyl-2,7-diazaspiro[3.5]nonan-2-yl)prop-2-en-1-one ClC1=C(C=CC=C1)[C@@H]1[C@@H](COC(C1)(C)C)C(=O)N1[C@H](CC2(CN(C2)C(C=C)=O)CC1)C